1-methyl-3-(N-ethyl-2-trifluoromethyl-indole-3-yl)quinoxaline CN1CC(=NC2=CC=CC=C12)C1=C(N(C2=CC=CC=C12)CC)C(F)(F)F